ClC=1C=C(C=CC1)C1=CNC=2N=CN=C(C21)NCCN2CCCC2 5-(3-chlorophenyl)-N-(2-(pyrrolidin-1-yl)ethyl)-7H-pyrrolo[2,3-d]pyrimidin-4-amine